C[Si](N[Si](C)(C)C)(C)C 1,1,1,3,3,3-hexamethyl-disilazane